C(\C=C\C(=O)O)(=O)O.FC=1C=CC(=C(C(=O)N(C(C)C)C(C)C)C1)OC=1C(=NC=NC1)N1CC2(C1)CCN(CC2)CC2CCC(CC2)NS(=O)(=O)C 5-fluoro-N,N-diisopropyl-2-((4-(7-(((1r,4r)-4-(methylsulfonamido)cyclohexyl)methyl)-2,7-diazaspiro[3.5]nonan-2-yl)pyrimidin-5-yl)oxy)benzamide fumaric acid salt